FC=1C=C(C=CC1OC)S(/C=C/CNC(=O)C1=CC2=C(NC1=O)CCC2)(=O)=N N-[(2E)-3-[(3-fluoro-4-methoxyphenyl)(imino)oxo-λ6-sulfanyl]prop-2-en-1-yl]-2-oxo-1H,2H,5H,6H,7H-cyclopenta[b]pyridine-3-carboxamide